(E)-3-(3-(3,5-bis-(trifluoromethyl)-phenyl)-1H-1,2,4-triazol-1-yl)-2-(pyrimidin-5-yl)-acrylic acid FC(C=1C=C(C=C(C1)C(F)(F)F)C1=NN(C=N1)/C=C(/C(=O)O)\C=1C=NC=NC1)(F)F